C(C)(C)C1=CC=C(C=C1)S(=O)(=O)OC1=C(C=CC=C1)NC(=O)NC1=CC=C(C=C1)OS(=O)(=O)C1=CC=C(C=C1)C(C)C N-[2-(p-isopropylbenzenesulfonyloxy)phenyl]-N'-[4-(p-isopropylbenzenesulfonyloxy)phenyl]urea